(2-chloro-4-(trifluoromethyl)thiophen-3-yl)carbamic acid tert-butyl ester C(C)(C)(C)OC(NC1=C(SC=C1C(F)(F)F)Cl)=O